(2S)-2-[(3-acetoxy-4-methoxy-pyridine-2-carbonyl)amino]propionic acid [2-(4,7-dichloroindol-1-yl)-1-methyl-propyl] ester ClC1=C2C=CN(C2=C(C=C1)Cl)C(C(C)OC([C@H](C)NC(=O)C1=NC=CC(=C1OC(C)=O)OC)=O)C